4-((dimethylamino)-methyl)benzenesulfonamide CN(C)CC1=CC=C(C=C1)S(=O)(=O)N